Tert-butyl 3-[[[(2S)-3-[[(2S)-2-amino-6-(tertbutoxycarbonylamino)hexanoyl]amino]-2-hydroxy-propyl]-tertbutoxycarbonyl-amino]methyl]-3-hydroxy-azetidine-1-carboxylate N[C@H](C(=O)NC[C@@H](CN(C(=O)OC(C)(C)C)CC1(CN(C1)C(=O)OC(C)(C)C)O)O)CCCCNC(=O)OC(C)(C)C